2-(2-(4-(trifluoromethyl)phenyl)thiazol-5-yl)acetonitrile FC(C1=CC=C(C=C1)C=1SC(=CN1)CC#N)(F)F